3-[4-[1-(4-piperidyl)-4-piperidyl]phenyl]piperidine-2,6-dione N1CCC(CC1)N1CCC(CC1)C1=CC=C(C=C1)C1C(NC(CC1)=O)=O